2-(4-((2-(1-ethoxyvinyl)pyrimidin-4-yl)methoxy)phenyl)propane C(C)OC(=C)C1=NC=CC(=N1)COC1=CC=C(C=C1)C(C)C